C12COCC(CC1)N2C2=NC(=CC(=N2)C=2C(=CC(=NC2)N)C(F)F)N2CCOCC2 5-(2-(3-oxa-8-azabicyclo[3.2.1]octan-8-yl)-6-morpholinopyrimidin-4-yl)-4-(difluoromethyl)pyridin-2-amine